BrC1=CC=C2C(=CC=NC2=C1)C 7-bromo-4-methylquinoline